C(C)N1C(NC2=C(C1=O)N=CC(=C2)CN2CC1(CN(C1)C=1C=CC(=NC1)C(=O)NC)C2)=O 5-(6-((3-ethyl-2,4-dioxo-1,2,3,4-tetrahydropyrido[3,2-d]pyrimidin-7-yl)methyl)-2,6-diazaspiro[3.3]heptan-2-yl)-N-methylpicolinamide